(1R,3S,4R)-N-((R)-1-cyano-2-((R)-2-oxopyrrolidin-3-yl)ethyl)-2-(4-(difluoromethyl)-6-fluoro-1H-indole-2-carbonyl)-5,5-difluoro-2-azabicyclo[2.2.2]octane-3-carboxamide C(#N)[C@@H](C[C@@H]1C(NCC1)=O)NC(=O)[C@H]1N([C@H]2CC([C@@H]1CC2)(F)F)C(=O)C=2NC1=CC(=CC(=C1C2)C(F)F)F